4'-((2-(tert-butyl)-1H-imidazol-1-yl)methyl)-N-(4,5-dimethyloxazol-2-yl)-5-isobutyl-[1,1'-biphenyl]-2-sulfonamide C(C)(C)(C)C=1N(C=CN1)CC1=CC=C(C=C1)C=1C(=CC=C(C1)CC(C)C)S(=O)(=O)NC=1OC(=C(N1)C)C